1-hydroxy-cyclobutanecarboxylic acid (4-bromo-2-cyano-phenyl)-amide BrC1=CC(=C(C=C1)NC(=O)C1(CCC1)O)C#N